N-(6-((6-(5-chloro-2-fluorophenyl)-3-(((2-oxo-2H-pyran-6-yl)methyl)thio)pyridazin-4-yl)amino)pyrimidin-4-yl)-3-((4-methylpiperazin-1-yl)methyl)bicyclo[1.1.1]pentane-1-carboxamide ClC=1C=CC(=C(C1)C1=CC(=C(N=N1)SCC1=CC=CC(O1)=O)NC1=CC(=NC=N1)NC(=O)C12CC(C1)(C2)CN2CCN(CC2)C)F